4-[3-(1,4-diazepan-1-ylcarbonyl)-4-fluorobenzyl]phthalazin N1(CCNCCC1)C(=O)C=1C=C(CC2=NN=CC3=CC=CC=C23)C=CC1F